1-Fluoro-2,5-bis[(-)-3-carboxy-4-hydroxystyryl]benzene FC1=C(C=CC(=C1)C=CC1=CC(=C(C=C1)O)C(=O)O)C=CC1=CC(=C(C=C1)O)C(=O)O